[La+3].C[Si]([N-][Si](C)(C)C)(C)C.C[Si]([N-][Si](C)(C)C)(C)C.C[Si]([N-][Si](C)(C)C)(C)C Tri[N,N-bis(trimethylsilyl)amide] lanthanum